1-(9Z,12Z-octadecadienoyl)-2-tetradecanoyl-glycero-3-phosphocholine CCCCCCCCCCCCCC(=O)O[C@H](COC(=O)CCCCCCC/C=C\C/C=C\CCCCC)COP(=O)([O-])OCC[N+](C)(C)C